(3S,4S)-3-benzylthiochroman-4-ol C(C1=CC=CC=C1)[C@@H]1CSC2=CC=CC=C2[C@H]1O